N[C@@H]1CN(CC[C@H]1F)C1=NC2=C(N1CC(=O)N1C3CC3CC1)C=C(C(=C2)F)F 2-(2-((3R,4R)-3-amino-4-fluoropiperidin-1-yl)-5,6-difluoro-1H-benzo[d]imidazol-1-yl)-1-(2-azabicyclo[3.1.0]hexan-2-yl)ethanone